4-(5-chlorothien-2-yl)-2-fluorobenzaldehyde ClC1=CC=C(S1)C1=CC(=C(C=O)C=C1)F